N1=CN=C2N=CCC2=C1 7-deaza-purine